1,1-dioxo-2,3-dihydrobenzothiophen-3-amine hydrochloride hydrochloride Cl.Cl.O=S1(CC(C2=C1C=CC=C2)N)=O